(S)-(4-(5-chlorobenzo[d]oxazol-2-yl)-6,7-dihydro-1H-imidazo[4,5-c]pyridin-5(4H)-yl)(4-(difluoromethyl)-2-(2-hydroxypropan-2-yl)oxazol-5-yl)methanone ClC=1C=CC2=C(N=C(O2)[C@H]2N(CCC3=C2N=CN3)C(=O)C3=C(N=C(O3)C(C)(C)O)C(F)F)C1